ClC=1C(=NC(=NC1)N[C@H]1[C@@H](CN(CC1)S(=O)(=O)C)O)C1=CC2=C(N(N=C2C=C1)C)C(C)(C)O (3R,4R)-4-({5-chloro-4-[3-(2-hydroxypropan-2-yl)-2-methyl-2H-indazol-5-yl]pyrimidin-2-yl}amino)-1-(methanesulfonyl)piperidin-3-ol